C(C)(C)(C)C1=CC(=C(C=C1)O)O 4-t-butyl-1,2-dihydroxybenzene